(S)-2'-(3-fluoroazetidin-1-yl)-5-(2-methoxypropoxy)-6'-((pyridin-2-ylmethyl)thio)-[2,4'-bipyridine]-3',5'-dicarbonitrile FC1CN(C1)C1=NC(=C(C(=C1C#N)C1=NC=C(C=C1)OC[C@H](C)OC)C#N)SCC1=NC=CC=C1